COC1=CC=C(CN(C2=C3NC(N(C3=NC(=N2)OCCCC)CC=2SC(=CC2)CN2CCNCC2)=O)CC2=CC=C(C=C2)OC)C=C1 6-(bis(4-methoxybenzyl)amino)-2-butoxy-9-((5-(piperazin-1-ylmethyl)thiophen-2-yl)methyl)-7,9-dihydro-8H-purin-8-one